O1CN(CCC=NC=CC=NC=C1)C(=O)[O-] oxa[3,7,11]triazacyclotridecine-3(4H)-carboxylate